ClC1=CC=C(C=C1)N1C(N=CC(=C1)F)N1C(=NC2=C1C=C(C(=C2)F)F)C N-(4-chlorophenyl)-2-(5,6-difluoro-2-methyl-1H-benzimidazol-1-yl)-5-fluoropyrimidine